[C-]#N.C(CC)[NH+]1CC(CC1)CCC 1,3-Dipropylpyrrolidinium cyanid